1-(4-fluoro-3-methylbenzyl)-N5-((1S,2S)-2-(hydroxymethyl)cyclopropyl)-N3-methyl-2-oxo-1,2-dihydropyridine-3,5-dicarboxamide FC1=C(C=C(CN2C(C(=CC(=C2)C(=O)N[C@@H]2[C@H](C2)CO)C(=O)NC)=O)C=C1)C